C(C)(C)(C)C1=C(C=CC(=C1)C(CC)(CC)CC)OP(OC1=C(C=C(C=C1)C(CC)(CC)CC)C(C)(C)C)OC1=C(C=C(C=C1)C(CC)(CC)CC)C(C)(C)C.NC1=NC=2C(=CC=CC2C=2N1N=C(N2)C2C(C2)C=2C=C(C=CC2)NC(C)=O)OC N-{3-[2-(5-amino-7-methoxy[1,2,4]triazolo[1,5-c]quinazolin-2-yl)cyclopropyl]phenyl}acetamide tris(2-(tert-butyl)-4-(3-ethylpentan-3-yl)phenyl)phosphite